[Cl-].S(=O)(=O)(O)CCCC=1SC=CN1 3-sulfopropyl-thiazole chloride salt